C(C)(C)(C)OCCOC(C)(C)C 1,2-Di-tert-Butoxyethane